C(#N)C=1C=C(C=CC1)C=1N=C(SC1C1=CC(=NC(=C1)C)C)NC(=O)N1CCNC2(CC2)C1 N-[4-(3-cyanophenyl)-5-(2,6-dimethyl-4-pyridinyl)thiazol-2-yl]-4,7-diazaspiro[2.5]octane-7-carboxamide